NC=1N=C(C2=C(C=NN(C2=O)CC2=CC=C(C=C2)CN(CCO)CCO)N1)NCCCC 2-amino-6-(4-((bis(2-hydroxyethyl)amino)methyl)benzyl)-4-(butylamino)pyrimido[4,5-d]pyridazin-5(6H)-one